N-methyl-6-(2-methyl-2H-indazol-5-yl)-N-(2-methylpiperidin-4-yl)-1,3-benzothiazol-2-amine CN(C=1SC2=C(N1)C=CC(=C2)C2=CC1=CN(N=C1C=C2)C)C2CC(NCC2)C